N-(4H-1,2,4-triazol-4-yl)methanimine N=1N=CN(C1)N=C